ClC1=NC=C(C(=C1)C1=C(C=NC(=C1)C)C(=O)NC=1SC2=C(N1)CN(C2)C(C2=CC(=C(C=C2)OC)C(F)F)=O)OC 2'-chloro-N-(5-(3-(difluoromethyl)-4-methoxybenzoyl)-5,6-dihydro-4H-pyrrolo[3,4-d]thiazol-2-yl)-5'-methoxy-6-methyl-[4,4'-bipyridine]-3-carboxamide